FC1(CCC2=C1N=C(N=C2C2=CC=C(C=C2)C2(CSC2)N)SC)F 3-[4-(7,7-difluoro-2-methylsulfanyl-5,6-dihydrocyclopenta[d]pyrimidin-4-yl)phenyl]thietan-3-amine